CC1=C(OC2=C(C1=O)C=C(C=C2[C@@H](C)NC2=C(C=CC=C2)S(=O)(=O)NC)C)C2=CC=CC=C2 2-[[(1R)-1-(3,6-dimethyl-4-oxo-2-phenyl-benzopyran-8-yl)ethyl]amino]-N-methyl-benzenesulfonamide